para-chloroaniline ClC1=CC=C(N)C=C1